NC(C(=O)O)(CCCCB(O)O)CCN1CCN(CC1)C 2-amino-6-borono-2-(2-(4-methylpiperazin-1-yl)ethyl)hexanoic acid